4-((3,4-dimethylpyridin-2-yl)thio)-6-(1-(piperidin-4-yl)-1H-pyrazol-4-yl)pyrazolo[1,5-a]pyridine-3-carbonitrile CC=1C(=NC=CC1C)SC=1C=2N(C=C(C1)C=1C=NN(C1)C1CCNCC1)N=CC2C#N